P(=O)(OCN1N=CC(=C1)C=1SC=C(N1)C(NC=1C(=NN(C1)C1CC(C1)OCC)C1=NC=CC=C1F)=O)(O)O (4-(4-((1-((1s,3s)-3-ethoxycyclobutyl)-3-(3-fluoropyridin-2-yl)-1H-pyrazol-4-yl)carbamoyl)thiazol-2-yl)-1H-pyrazol-1-yl)methyl dihydrogen phosphate